COC=1C=C(C=CC1OC)C1=NC2=C(N1C(C)C)C=CC(=C2)C2CCN(CC2)C2CCN(CC2)CC(C)C 2-(3,4-Dimethoxyphenyl)-5-(1'-isobutyl-[1,4'-bipiperidin]-4-yl)-1-isopropyl-1H-benzo[d]imidazol